C(C1=CC=CC=C1)OC([C@@H](C(C)C)O)=O (R)-2-hydroxy-3-methyl-butyric acid benzyl ester